BrC=1C=C(N(N1)C1=NC=CC=C1Cl)C1=NC2=C(C(O1)=O)C1=C(C=C2C)N=C(O1)C 7-[5-bromo-2-(3-chloro-2-pyridyl)pyrazol-3-yl]-2,5-dimethyl-oxazolo[5,4-f][3,1]benzoxazin-9-one